(4-(cyclohexylideneamino)-3-fluorophenoxy)-N-methylpyridinecarboxamide C1(CCCCC1)=NC1=C(C=C(OC=2C(=NC=CC2)C(=O)NC)C=C1)F